N1=CC(=CC=C1)C=1C=CC=2N(C1)N=CC2N2CCN(CC2)C(=O)OC(C)(C)C tert-butyl 4-(6-(pyridin-3-yl)pyrazolo[1,5-a]pyridin-3-yl)piperazine-1-carboxylate